C(CCC)NC([C@H](CC1=CC=CC=C1)NC([C@H](C(C)(C)C)/N=C/C1=C(C=CC=C1)P(C1=CC=CC=C1)C1=CC=CC=C1)=O)=O (S)-N-((S)-1-(butylamino)-1-oxo-3-phenylpropan-2-yl)-2-(((E)-2-(diphenylphosphaneyl)benzylidene)amino)-3,3-dimethylbutanamide